Cl.C(CCCCCCC)C1=CC=C(CCC(C(O)O)(C)N)C=C1 2-(4-n-octylphenethyl)-2-aminopropanediol hydrochloride